5-(cyanomethyl)-2-pyrrolidone C(#N)CC1CCC(N1)=O